4-methoxy-2-(((5-methoxy-1H-benzo[D]imidazol-2-yl)sulfinyl)methyl)-3,5-dimethylpyridine-N-oxide COC1=C(C(=[N+](C=C1C)[O-])CS(=O)C1=NC2=C(N1)C=CC(=C2)OC)C